1-(tert-butyl)-3-((R)-2-methyl-3-oxo-4-((S)-1-phenylethyl)-6-(trifluoromethyl)-3,4-dihydro-2H-benzo[b][1,4]oxazin-7-yl)urea C(C)(C)(C)NC(=O)NC=1C(=CC2=C(O[C@@H](C(N2[C@@H](C)C2=CC=CC=C2)=O)C)C1)C(F)(F)F